NCCNC(OCC1=CC=CC=C1)=O benzyl (2-aminoethyl)-carbamate